(2',6'-diisopropoxybiphenyl-2-yl)phosphine C(C)(C)OC1=C(C(=CC=C1)OC(C)C)C1=C(C=CC=C1)P